C1(CC1)COC1=CC=CC(=N1)C1=CC(=C(C(=C1)F)C1C(C1)CCC(=O)O)F 3-{2-[4-(6-cyclopropylmethoxy-pyridin-2-yl)-2,6-difluoro-phenyl]-cyclopropyl}-propionic acid